FC1(CCN(CC1)C1=NC(=CC(=N1)C#C)C)F 2-(4,4-difluoropiperidin-1-yl)-4-ethynyl-6-methylpyrimidine